1-((1R,2R,4R)-bicyclo[2.2.1]hept-5-en-2-ylmethyl)-5-methyl-4-(4,4,5,5-tetramethyl-1,3,2-dioxaborolan-2-yl)-1H-pyrazole [C@H]12[C@@H](C[C@H](C=C1)C2)CN2N=CC(=C2C)B2OC(C(O2)(C)C)(C)C